C(C)N(CCNC(N)=O)CC 3-[2-(diethylamino)ethyl]urea